N-ethyl-1,3,3-trimethyl-2-oxo-2,3-dihydro-1H-pyrrolo[2,3-b]pyridine-5-sulfonamide C(C)NS(=O)(=O)C=1C=C2C(=NC1)N(C(C2(C)C)=O)C